(1R,2S)-1-(5-chloropyrimidin-2-yl)-N-(5-((1s,3S)-3-(difluoromethoxy)cyclobutyl)-4-(4,6-dimethoxypyrimidin-5-yl)-4H-1,2,4-triazol-3-yl)-1-methoxypropane-2-sulfonamide ClC=1C=NC(=NC1)[C@H]([C@H](C)S(=O)(=O)NC1=NN=C(N1C=1C(=NC=NC1OC)OC)C1CC(C1)OC(F)F)OC